(R)-2-(3-(2-(2-fluoro-5-((6-fluoro-4-methyl-1H-indol-5-yl)oxy)phenyl)-1H-imidazol-5-yl)-3-methyl-2,3-dihydrobenzofuran-7-yl)acetic acid Methyl-2-((2,6-dibromophenoxy)methyl)acrylate COC(C(=C)COC1=C(C=CC=C1Br)Br)=O.FC1=C(C=C(C=C1)OC=1C(=C2C=CNC2=CC1F)C)C=1NC(=CN1)[C@@]1(COC2=C1C=CC=C2CC(=O)O)C